N-[(3S)-5-methyl-4-oxo-2,3-dihydro-1,5-benzoxazepin-3-yl]spiro[5H-furo[3,4-d]pyrimidine-7,3'-tetrahydropyran]-2-carboxamide CN1C([C@H](COC2=C1C=CC=C2)NC(=O)C=2N=CC1=C(N2)C2(COCCC2)OC1)=O